COC(\C=C\C(=C)C1=C(C=CC=C1)C(NC=1C=CC=C2C=CC=NC12)=O)=O (E)-4-(2-(quinolin-8-ylcarbamoyl)phenyl)penta-2,4-dienoic acid methyl ester